NC=1C(=C(C=CC1)C1=NN(C=N1)CCCC(=O)OC(C)(C)C)OC tert-Butyl 4-(3-(3-amino-2-methoxyphenyl)-1H-1,2,4-triazol-1-yl)butanoate